N-(2-fluoro-pyridin-4-yl)-4-(2-((1-methyl-1H-pyrazol-5-yl)sulfonyl)propan-2-yl)piperidine-1-carboxamide FC1=NC=CC(=C1)NC(=O)N1CCC(CC1)C(C)(C)S(=O)(=O)C1=CC=NN1C